methyl N-[6-[5-[(1S)-1-(tert-butoxycarbonylamino)ethyl]-1,2,4-triazol-1-yl]pyrimidin-4-yl]-N-methyl-carbamate C(C)(C)(C)OC(=O)N[C@@H](C)C1=NC=NN1C1=CC(=NC=N1)N(C(OC)=O)C